4-({8'-amino-4'H-spiro[cyclopropane-1,5'-naphtho[2,1-d][1,2]oxazol]-3'-yl}sulfamoyl)-3,5-dimethoxy-N-methylbenzamide NC1=CC=C2C3(CC=4C(=NOC4C2=C1)NS(=O)(=O)C1=C(C=C(C(=O)NC)C=C1OC)OC)CC3